(S,E)-7-(dimethylamino)-1-((1-((5-fluoro-1H-indol-2-yl)methyl)-2-oxo-1,2-dihydropyridin-3-yl)amino)-1,7-dioxohept-5-en-2-yl (2-methoxyethyl)(methyl)carbamate COCCN(C(O[C@H](C(=O)NC=1C(N(C=CC1)CC=1NC2=CC=C(C=C2C1)F)=O)CC\C=C\C(=O)N(C)C)=O)C